3,4-di[oleoyl]-benzamide C(CCCCCCC\C=C/CCCCCCCC)(=O)C=1C=C(C(=O)N)C=CC1C(CCCCCCC\C=C/CCCCCCCC)=O